F[P-](F)(F)(F)(F)F.N1(N=NC2=C1C=CC=C2)O[P+](N(C)C)(N(C)C)N(C)C (benzotriazol-1-yloxy)tris-(dimethylamino)phosphonium hexafluorophosphate